OC(C(O)(O)O)NS(=O)(=O)C1=CC(=C(C=C1C)S(=O)(=O)N)C N'-tetra-hydroxyethyl-2,5-dimethyl-1,4-benzenedisulfonamide